OC1CCCCC1O.[Na] sodium 3,4-dihydroxy-cyclohexane